(E)-5-methoxy-pent-2-enoic acid ethyl ester C(C)OC(\C=C\CCOC)=O